2'-chloro-5'-methoxy-6-methyl-N-(5-(spiro[3.3]heptane-2-carbonyl)-5,6-dihydro-4H-pyrrolo[3,4-d]thiazol-2-yl)-[4,4'-bipyridine]-3-carboxamide ClC1=NC=C(C(=C1)C1=C(C=NC(=C1)C)C(=O)NC=1SC2=C(N1)CN(C2)C(=O)C2CC1(C2)CCC1)OC